NC1=C(C(=CC(=C1F)NCC1=C(C=C(C=C1)C(F)(F)F)F)F)NC(OC1CC1)=O Cyclopropyl (2-amino-3,6-difluoro-4-((2-fluoro-4-(trifluoromethyl)benzyl)amino)phenyl)carbamate